C(C1=CC=CC=C1)OC(=O)N1CCC(CC1)OC=1C=C(C=C(C1)Cl)N1CCN(CC1)C(=O)OC(C)(C)C tert-butyl 4-(3-((1-((benzyloxy)carbonyl)piperidin-4-yl)oxy)-5-chlorophenyl)piperazine-1-carboxylate